1-(3,5,6-trimethylpyridin-2-yl)piperazine CC=1C(=NC(=C(C1)C)C)N1CCNCC1